(R)-5-((2-methyl-1,4-diazepan-1-yl)sulfonyl)isoquinoline C[C@H]1N(CCCNC1)S(=O)(=O)C1=C2C=CN=CC2=CC=C1